C1(CCCCC1)[C@H]1N(C[C@@H](CC1)C)C(C(=O)NC1=C(C(=NC=C1)OC)C(=O)N)=O [[2-[(2S,5R)-2-cyclohexyl-5-methyl-1-piperidyl]-2-oxo-acetyl]amino]-2-methoxy-pyridine-3-carboxamide